tert-Butyl (3-amino-2,6-difluorophenyl)(prop-2-yn-1-yl)carbamate NC=1C(=C(C(=CC1)F)N(C(OC(C)(C)C)=O)CC#C)F